2-methyltetrahydro-2H-pyran-3-amine acetate salt C(C)(=O)O.CC1OCCCC1N